1-(2-Methoxy-ethyl)-2-(6-trifluoromethoxy-benzothiazol-2-ylamino)-1H-benzoimidazole-5-carboxylic acid dimethylcarbamoylmethyl-amide CN(C(=O)CNC(=O)C1=CC2=C(N(C(=N2)NC=2SC3=C(N2)C=CC(=C3)OC(F)(F)F)CCOC)C=C1)C